m-Methoxycarbonylphenyl 2,3,4,6-tetra-O-acetyl-β-D-galactopyranoside C(C)(=O)O[C@H]1[C@H](OC2=CC(=CC=C2)C(=O)OC)O[C@@H]([C@@H]([C@@H]1OC(C)=O)OC(C)=O)COC(C)=O